(2S,4R)-9-[1-(2-amino-2-oxoethyl)azetidin-3-yl]oxy-5,5-dihydroxy-6-oxa-5-boranuidatricyclo[5.4.0.02,4]undeca-1(7),8,10-triene-8-carboxylic acid disodium salt [Na+].[Na+].NC(CN1CC(C1)OC1=C(C=2O[B-]([C@@H]3C[C@@H]3C2C=C1)(O)O)C(=O)O)=O.NC(CN1CC(C1)OC1=C(C=2O[B-]([C@@H]3C[C@@H]3C2C=C1)(O)O)C(=O)O)=O